C(C)N(C)CC=1C(=C(C=CC1N1CCOCC1)B(O)O)F (3-((ethyl(methyl)amino)methyl)-2-fluoro-4-morpholinophenyl)boronic acid